1-oxo-1-((2-aminoethyl)amino)-2,5-dihydro-phosphole O=P1(CC=CC1)NCCN